CC(C(C#CC)(C)C)CCCCCC tetramethyl-decyne